CCCCCCCCCCCCCCCCCCCCC(=O)OC[C@H](COP(=O)(O)OC[C@H](CO)O)OC(=O)CCCCCCCCCCCCC 1-heneicosanoyl-2-tetradecanoyl-glycero-3-phospho-(1'-sn-glycerol)